(S)-N'-((1,2,3,5,6,7-hexahydro-s-indacen-4-yl)carbamoyl)-1-methyl-1H-indazole C1CCC2=C(C=3CCCC3C=C12)NC(=O)N1N(C2=CC=CC=C2C1)C